C(CC[C@@H](C(=O)O)NC(=O)C1=CC=C(NCC=2CNC=3N=C(N)NC(=O)C3N2)C=C1)(=O)O dihydrofolic ACID